COC1=CC=C(C=C1)C1=C2C=CN(C(C2=CN=C1)=O)CC=1N=C2N(C=C(C=C2)C)C1 5-(4-methoxyphenyl)-2-((6-methylimidazo[1,2-a]pyridin-2-yl)methyl)-2,7-naphthyridin-1(2H)-one